(3aR,5s,6aS)-N-(6-(2-(Difluoromethyl)-4-methyl-2H-indazol-5-yl)pyridazin-3-yl)-2-((tetrahydro-2H-pyran-4-yl)methyl-d2)octahydrocyclopenta[c]pyrrol-5-amine FC(N1N=C2C=CC(=C(C2=C1)C)C1=CC=C(N=N1)NC1C[C@@H]2[C@@H](CN(C2)C([2H])([2H])C2CCOCC2)C1)F